(2-(hydroxymethyl)phenyl)piperidine-1-carboxylic acid tert-butyl ester C(C)(C)(C)OC(=O)N1C(CCCC1)C1=C(C=CC=C1)CO